2-(2-(trifluoromethyl)thiazol-4-yl)propan-2-amine FC(C=1SC=C(N1)C(C)(C)N)(F)F